C(C(C)C)C1=CC(=C(C=C1C(C)C)C(=O)N1CC2=CC=CC=C2C1)OC (4-isobutyl-5-isopropyl-2-methoxyphenyl)(isoindolin-2-yl)methanone